2-{[(3R,4S)-1-[4-({8-[(2R,3S)-3-[(ethanesulfonyl)meth-yl]-2-methylazetidin-1-yl]-5-(propan-2-yl)isoquinolin-3-yl}amino)pyrimidin-2-yl]-3-fluoropiperidin-4-yl]oxy}ethan-1-ol C(C)S(=O)(=O)C[C@@H]1[C@H](N(C1)C=1C=CC(=C2C=C(N=CC12)NC1=NC(=NC=C1)N1C[C@H]([C@H](CC1)OCCO)F)C(C)C)C